ClC1=CC(=C(C=N1)NC(=O)C1(CN(C1)C(=O)N1CCOCC1)C1=C(C=CC=C1)C(C)C)OC N-(6-chloro-4-methoxypyridin-3-yl)-3-(2-isopropylphenyl)-1-(morpholine-4-carbonyl)azetidine-3-carboxamide